ClC=1C=C(CN(C(OC(C)(C)C)=O)CCC(=O)NCCC(OCC)OCC)C=CC1OC(F)(F)F tert-Butyl 3-chloro-4-(trifluoromethoxy)benzyl(3-((3,3-diethoxypropyl)amino)-3-oxopropyl)carbamate